N-(4-(aminomethyl)phenyl)-2-(azacyclooctan-1-yl)pyrimidin-5-amine NCC1=CC=C(C=C1)NC=1C=NC(=NC1)N1CCCCCCC1